N[C@H]1CS(C2=C(N(C1=O)CC1=CC=C(C=C1)C1=NC=C(C=C1)C(F)(F)F)C=C(C(=C2)F)C2=CN=NC(=C2)C(C)(C)C)(=O)=O (3R)-3-amino-7-(6-tert-butylpyridazin-4-yl)-8-fluoro-1,1-dioxo-5-[[4-[5-(trifluoromethyl)-2-pyridinyl]phenyl]methyl]-2,3-dihydro-1λ6,5-benzothiazepine-4-One